3-amino-N-(1-(2-(2,4-difluorophenyl)-2-hydroxy-3-(1H-1,2,4-triazol-1-yl)propyl)piperidin-4-yl)-2-oxo-1-(1-phenyl-1H-indol-6-yl)-1,2-dihydrothieno[2,3-b]pyrazine-6-carboxamide NC=1C(N(C2=C(N1)SC(=C2)C(=O)NC2CCN(CC2)CC(CN2N=CN=C2)(O)C2=C(C=C(C=C2)F)F)C2=CC=C1C=CN(C1=C2)C2=CC=CC=C2)=O